[C].[Co]=O.[Cu] copper-cobalt oxide carbon